[phenyl(terphenyl-yl)triazinyl][(dimethylfluorenyl)dibenzofuranyl]benzene C1(=CC=CC=C1)C1=C(C(=NN=N1)C1=C(C=CC=C1)C1=C(C=CC=2OC3=C(C21)C=CC=C3)C3=C(C(=CC=2C1=CC=CC=C1CC32)C)C)C3=C(C=CC=C3)C=3C(=CC=CC3)C3=CC=CC=C3